1-(2-(((2R,7aS)-2-fluorohexahydro-1H-pyrrolizin-7a-yl)methoxy)-5,6,7,8-tetrahydropyrido[3,4-d]pyrimidin-4-yl)-3-methylpiperidin-3-ol F[C@@H]1C[C@@]2(CCCN2C1)COC=1N=C(C2=C(N1)CNCC2)N2CC(CCC2)(O)C